[Br-].C(C)N1COC=C1C1=CC=CC=C1 N-ethyl-4-phenyloxazole bromide salt